FC=1C(=CC=2C3=C(NC(C2C1)=O)COCC3N(C(=O)C=3C=C1C=C(C=CN1C3)F)C)F N-(8,9-difluoro-6-oxo-1,4,5,6-tetrahydro-2H-pyrano[3,4-c]isoquinolin-1-yl)-7-fluoro-N-methylindolizine-2-carboxamide